C(C1=CC=C(NCC2=CN=C3N=C(N)NC(=O)C3=N2)C=C1)(=O)N[C@@H](CO)C(=O)O pteroyl-serine